C(#N)[C@H]1N(CSC1)C(CNC(=O)C1=CC=NC2=CC=C(C=C12)C=1C(=NN(C1C)C1CCOCC1)C)=O (R)-N-(2-(4-cyanothiazolidin-3-yl)-2-oxoethyl)-6-(3,5-dimethyl-1-(tetrahydro-2H-pyran-4-yl)-1H-pyrazol-4-yl)quinoline-4-carboxamide